tert-butyl N-[4-[2-(4-methylpiperazin-1-yl)-2-oxo-ethyl]thiazol-2-yl]carbamate CN1CCN(CC1)C(CC=1N=C(SC1)NC(OC(C)(C)C)=O)=O